[2,3-difluoro-4-[5-(trifluoromethyl)-1,2,4-oxadiazol-3-yl]benzyl]butanamide FC1=C(CC(C(=O)N)CC)C=CC(=C1F)C1=NOC(=N1)C(F)(F)F